C=1(C(O)=CC=C(C=CC)C1)OC (-)-Isoeugenol